C12(CC2C1)C(=O)C12CC2C1 Bicyclo[1.1.0]butanyl ketone